OC=1C=C(NC=2C(C=C(C(C2)=O)NC2=CC(=CC=C2)O)=O)C=CC1 2,5-bis(3-hydroxyanilino)-1,4-benzoquinone